ClC1=CC2=C(CC(N3C=C(C(C=C23)=O)C(=O)O)C(C)C)S1 2-chloro-5-isopropyl-9-oxo-4,9-dihydro-5H-thieno[3,2-a]quinolizine-8-carboxylic acid